NC1=NC=C(C(=C1)OC1=C(C=C(C=C1)N1C(N(CC1=O)C=1C=NC=C(C1)C(F)(F)F)=O)CC)Cl 3-{4-[(2-amino-5-chloro-4-pyridinyl)oxy]-3-ethylphenyl}-1-[5-(trifluoromethyl)-3-pyridinyl]-2,4-imidazolidinedione